2-Chloro-N-{2-[4-(difluoromethyl)-1,3-thiazol-5-yl]-2-{4-[(6-fluoropyrimidin-4-yl)oxy]piperidin-1-yl}ethyl}-6-fluorobenzamide ClC1=C(C(=O)NCC(N2CCC(CC2)OC2=NC=NC(=C2)F)C2=C(N=CS2)C(F)F)C(=CC=C1)F